CN1[C@@H](CCC1)CO (S)-N-methylprolinol